(S)-3-(benzo[d]oxazol-2-yl)-2-(1-cyclopropyl-3-methyl-1H-pyrazole-4-carboxamido)propanoic acid O1C(=NC2=C1C=CC=C2)C[C@@H](C(=O)O)NC(=O)C=2C(=NN(C2)C2CC2)C